Benzo[1,2-b:4,5-b']diselenophene [Se]1C=2C(C=C1)=CC=1[Se]C=CC1C2